BrCCCCCCCCCCCCCCCCCCCCOC1OCCCC1 20-bromo-1-(2-tetrahydropyranoxy)eicosane